C(C)(=O)O[C@@H]1[C@H](O[C@@H]([C@H]([C@H]1OC(C)=O)OC(C)=O)OC1=CC=C(C=C1)NC(=S)NCCCCC#C)CCC(=O)OCC (2R,3R,4S,5S,6R)-2-(3-ethoxy-3-oxopropyl)-6-(4-(3-(hex-5-yn-1-yl)thioureido)phenoxy)tetrahydro-2H-pyran-3,4,5-triyl triacetate